4-chloro-2-methoxy-N-((1S,2R)-2-(8-methylnaphthalen-1-yl)-1-(5-oxo-4,5-dihydro-1,3,4-oxadiazol-2-yl)propyl)benzenesulfonamide ClC1=CC(=C(C=C1)S(=O)(=O)N[C@@H]([C@H](C)C1=CC=CC2=CC=CC(=C12)C)C=1OC(NN1)=O)OC